iodo-1-vinyl-3-propyl-(butyl)imidazole IC=1N(C(N(C1)C=C)CCCC)CCC